C(C)(C)(C)[C@@H]1OC(C(N1C(=O)[O-])CC(C1=CC=CC=C1)=O)=O (S)-2-(tert-butyl)-5-oxo-4-(2-oxo-2-phenylethyl)oxazolidine-3-carboxylate